Cl.C(C)SC=1C=2N(C=CC1)C(=NC2)C(C)(C)NC(=O)C2[C@H]1CNC[C@@H]21 (1R,5S,6r)-N-(2-(8-(ethylthio)imidazo[1,5-a]pyridin-3-yl)propan-2-yl)-3-azabicyclo[3.1.0]hexane-6-carboxamide hydrochloride